ethylether 2HCl Cl.Cl.C(C)OCC